7-(p-tolyl)-2-azaspiro[3.5]nonan C1(=CC=C(C=C1)C1CCC2(CNC2)CC1)C